NOC=1C(C(=O)[O-])=CC=CC1.[Na+] sodium aminosalicylate